[C].BrC=1C=C2C=C(C=NC2=CC1)O[C@H](CO)C (S)-2-((6-bromoquinolin-3-yl)oxy)propan-1-ol carbon